(Z)-N-(5-((6-(3-(5-(tert-butyl)isoxazol-3-yl)ureido)-2-oxindol-3-ylidene)methyl)-2,4-dimethyl-1H-pyrrol-3-yl)-2-(piperidin-1-yl)acetamide C(C)(C)(C)C1=CC(=NO1)NC(NC1=CC=C2/C(/C(NC2=C1)=O)=C/C1=C(C(=C(N1)C)NC(CN1CCCCC1)=O)C)=O